FC=1C(=CC2=C(C(NC=3CNC[C@@H](C23)N(C(=O)C2=CC3=C(N2)C=CS3)C)=O)C1)F (R)-N-(8,9-difluoro-6-oxo-1,2,3,4,5,6-hexahydrobenzo[c][1,7]naphthyridin-1-yl)-N-methyl-4H-thieno[3,2-b]pyrrole-5-carboxamide